7-(tert-butyl)-6-ethyl-3-chloro-2-oxo-1-(4-phenyl-3,4-dihydro-2H-benzo[b][1,4]oxazin-6-yl)-1,2-dihydrothieno[2,3-b]pyrazine-6,7-dicarboxylate C(C)(C)(C)C1(C(SC=2N=C(C(N(C21)C2=CC1=C(OCCN1C1=CC=CC=C1)C=C2)=O)Cl)(C(=O)[O-])CC)C(=O)[O-]